3-ethyl-2-methylpyrazol C(C)C=1N(N=CC1)C